1,2-di(docosyl)-sn-glycero-3-phosphorylcholine C(CCCCCCCCCCCCCCCCCCCCC)OC[C@@H](OCCCCCCCCCCCCCCCCCCCCCC)COP(=O)(O)OCC[N+](C)(C)C